O=C1OC=CC=C1C(=O)OC(C)C isopropyl 2-oxo-2H-pyran-3-carboxylate